C6-chloro-1-(tetrahydro-2H-pyran-4-yl)-1H-pyrrolo[2,3-b]pyridine-4-carbaldehyde ClC=1C=C(C2=C(N1)N(C=C2)C2CCOCC2)C=O